CS(=O)(=O)OCC1=NC2=C(N1C[C@H]1OCC1)C=C(C1=C2OCCO1)C(=O)[O-] (S)-2-(((methylsulfonyl)oxy)methyl)-3-(oxetan-2-ylmethyl)-7,8-dihydro-3H-[1,4]dioxino[2',3':3,4]benzo[1,2-d]imidazole-5-carboxylate